N[C@H]1CN(CCC1)C(=O)C1=CC2=C(N(C(=N2)C2=CC=3C(=NC(=CC3)N(C(=O)N(C)C)C)N2CC2CC2)C)C(=C1)OC (R)-1-(2-(5-(3-aminopiperidine-1-carbonyl)-7-methoxy-1-methyl-1H-benzo[d]imidazol-2-yl)-1-(cyclopropylmethyl)-1H-pyrrolo[2,3-b]pyridin-6-yl)-1,3,3-trimethylurea